N-(N,N-dimethylsulfamoyl)-3-(3-(4,4,5,5-tetramethyl-1,3,2-dioxaborolan-2-yl)phenyl)propanamide CN(S(=O)(=O)NC(CCC1=CC(=CC=C1)B1OC(C(O1)(C)C)(C)C)=O)C